C[C@H]1CN(C[C@H](N1)C=1C(=C2COC(C2=CC1)=O)C)CC1=CNC(O1)=O 5-(((3s,5r)-3-methyl-5-(4-methyl-1-oxo-1,3-dihydroisobenzofuran-5-yl)piperazin-1-yl)methyl)oxazol-2(3H)-one